dimethylmaleic acid C/C(=C(/C(=O)O)\C)/C(=O)O